C(C)[C@](N)(C)C(=O)O (R)-α-ethylalanine